octadec-6,9,12,15-tetraenoic acid C(CCCCC=CCC=CCC=CCC=CCC)(=O)O